N-((3-chloropyridin-2-yl)methylene)-2-methylpropan-2-sulfinamide ClC=1C(=NC=CC1)C=NS(=O)C(C)(C)C